(S)-3-(3-cyano-4-fluorophenyl)-1-(8,9-difluoro-6-oxo-1,4,5,6-tetrahydro-2H-thiopyrano[3,4-c]isoquinolin-1-yl)-1-methylurea C(#N)C=1C=C(C=CC1F)NC(N(C)[C@@H]1CSCC=2NC(C=3C=C(C(=CC3C21)F)F)=O)=O